ethyl 2-(3-((2,2-dimethyl-4-oxo-3,8,11-trioxa-5-azatridecan-13-yl)oxy)phenyl)-2-phenylacetate CC(C)(OC(NCCOCCOCCOC=1C=C(C=CC1)C(C(=O)OCC)C1=CC=CC=C1)=O)C